Cl.ClCCN1CCCC1 1-(2-Chloroethyl)pyrrolidine hydrochloride